[1,3,5]triazine-4-amine N1=CN=C(N=C1)N